NC1=C(SC2=NC(=C(C=C21)F)C)C(=O)NC2CC=1C=CC(=NC1CC2)N2CC(CC2)(C(F)F)N 3-amino-N-{2-[3-amino-3-(difluoromethyl)pyrrolidin-1-yl]-5,6,7,8-tetrahydroquinolin-6-yl}-5-fluoro-6-methylthieno[2,3-b]pyridine-2-carboxamide